N,N-dimethyl-2-[4-(4,4,5,5-tetramethyl-1,3,2-dioxaborolan-2-yl)phenoxy]acetamide CN(C(COC1=CC=C(C=C1)B1OC(C(O1)(C)C)(C)C)=O)C